C(C)(C)(C)OC(=O)N1C[C@H]([C@@H](C1)O)NC(=O)OCC1=CC=CC=C1 trans-3-(((benzyloxy)carbonyl)amino)-4-hydroxypyrrolidine-1-carboxylic acid tert-butyl ester